5-[(6S)-3,8,10-trifluoro-6H,11H-chromeno[4,3-b]indol-6-yl]-1,3,4-oxadiazol-2-ol FC1=CC=C2C(=C1)O[C@@H](C1=C2NC2=C(C=C(C=C12)F)F)C1=NN=C(O1)O